C1(CCCCC1)N(CC(=O)N1CCC(CC1)C=1C=C2C(=C(NC2=CC1)C1=CC(=NC(=C1)C)C)C(C)C)C 2-(cyclohexyl-(methyl)amino)-1-(4-(2-(2,6-dimethylpyridin-4-yl)-3-isopropyl-1H-indol-5-yl)piperidin-1-yl)ethan-1-one